C(C)(C)N1N=CC(=C1)C1=CC2=C(N(C=N2)C2=CC(=C(C(=O)NCC(F)(F)F)C(=C2)OC)OC)C=C1 4-[5-(1-isopropylpyrazol-4-yl)benzimidazol-1-yl]-2,6-dimethoxy-N-(2,2,2-trifluoroethyl)benzamide